2-(1-(1-(3-isopropyl-1,2,4-thiadiazol-5-yl)piperidin-4-yl)ethoxy)-5-bromothiazolo[5,4-b]pyridine C(C)(C)C1=NSC(=N1)N1CCC(CC1)C(C)OC=1SC2=NC(=CC=C2N1)Br